C1(CCCC1)OC1=C(C=C(CN2C(N(C3=CC=C(C=C3C2=O)OC(CF)CF)C2CCN(CC2)C=O)=O)C=C1)OC 4-{3-[4-(cyclopentyloxy)-3-methoxybenzyl]-6-[2-fluoro-1-(fluoromethyl)ethoxy]-2,4-dioxo-3,4-dihydroquinazolin-1(2H)-yl}piperidine-1-carbaldehyde